4,5,6,7-tetrachloro-2-(2-quinolinyl)-1,3-indandione ClC1=C2C(C(C(C2=C(C(=C1Cl)Cl)Cl)=O)C1=NC2=CC=CC=C2C=C1)=O